C(#N)C1(CC1)NS(=O)(=O)C=1C=C(C=2N(C1)C(=NC2)C=2SC(=NN2)C(F)(F)F)N2CCN(CC2)C(C(C)(C)F)=O N-(1-cyanocyclopropyl)-8-(4-(2-fluoro-2-methylpropanoyl)piperazin-1-yl)-3-(5-(trifluoromethyl)-1,3,4-thiadiazol-2-yl)imidazo[1,5-a]pyridine-6-sulfonamide